(5-(4-(6-((6-acetyl-8-cyclopentyl-5-methyl-7-oxo-7,8-dihydropyrido[2,3-d]pyrimidin-2-yl)amino)pyridin-3-yl)-piperazin-1-yl)-5-oxopentanoylamino)-N-(4,5-dimethylthiazol-2-yl)benzamide C(C)(=O)C1=C(C2=C(N=C(N=C2)NC2=CC=C(C=N2)N2CCN(CC2)C(CCCC(=O)NC2=C(C(=O)NC=3SC(=C(N3)C)C)C=CC=C2)=O)N(C1=O)C1CCCC1)C